Cl.ClC1=C(C=CC(=C1F)F)C(C)(C)NC(=O)[C@@H]1CN[C@@H](CO1)CO (2S,5R)-N-(2-(2-chloro-3,4-difluorophenyl)propan-2-yl)-5-(hydroxymethyl)morpholine-2-carboxamide hydrochloride